FC1=CC=C(C=C1)C1N=C(C=2N(C1)C=CC2)C2=CC(=C(C(=C2)OC)OC)OC (4-fluorophenyl)-1-(3,4,5-trimethoxyphenyl)-3,4-dihydropyrrolo[1,2-a]pyrazine